ClC=1C=C(C=CC1)C1(CC1)C(=O)NC=1C=CC(=C(C(=O)OC)C1)C=1C=NC(=CC1)OCC Methyl 5-({[1-(3-chloro-phenyl) cyclopropyl] carbonyl} amino)-2-(6-ethoxy-pyridin-3-yl)benzoate